O=C1C2=CC=CC=C2NC12CCN(CC2)C(=O)OC(C)(C)C tert-butyl 3-oxospiro[indoline-2,4'-piperidine]-1'-carboxylate